COC1=CC=C(C=C1)/C=C/C(=O)N(CC=1SC=CC1)C1=CC=NN1 (E)-3-(4-methoxyphenyl)-N-(1H-pyrazol-5-yl)-N-(thiophen-2-ylmethyl)acrylamide